Cl.N[C@H](C(=O)NC1=CC(=C(C=C1)C1=CN(C(C=C1C)=O)C)F)C(C1=CC=CC=C1)C1=CC=CC=C1 (S)-2-amino-N-(4-(1,4-dimethyl-6-oxo-1,6-dihydropyridin-3-yl)-3-fluoroPhenyl)-3,3-diphenylpropionamide hydrochloride